[Au+3].[O-2].[Zn+2].[Al+3].[In+3] indium aluminum zinc oxide gold